4,5-dihydropyrazolo[3,4-c]pyridine N1=NC=C2C1=CNCC2